C(C)(=O)OC1(CC(C1)C(F)(F)F)C1=CC=2C(=NC(=CC2)Cl)S1 cis-1-(6-chlorothieno[2,3-b]pyridin-2-yl)-3-(trifluoromethyl)cyclobutyl acetate